O1C(=NC2=C1C=CC=C2)[C@H]2N(CCC1=C2N=CN1)C(=O)C1=CC=NN1C1CC1 (S)-(4-(benzo[d]oxazol-2-yl)-6,7-dihydro-1H-imidazo[4,5-c]pyridin-5(4H)-yl)(1-cyclopropyl-1H-pyrazol-5-yl)methanone